N1C=NC2=C1C=CC(=C2)N2C(OC[C@@H]2CC2=CC=CC=C2)=O (S)-3-(1H-Benzo[d]imidazol-5-yl)-4-benzyloxazolidin-2-on